4-(8-fluoro-4-(((3R,4S)-4-methylpyrrolidin-3-yl)amino)-2-((tetrahydro-1H-pyrrolizin-7a(5H)-yl)methoxy)pyrido[4,3-d]pyrimidin-7-yl)naphthalen-2-ol FC1=C(N=CC2=C1N=C(N=C2N[C@H]2CNC[C@@H]2C)OCC21CCCN1CCC2)C2=CC(=CC1=CC=CC=C21)O